C(C)C(C(=O)[O-])CC.C(C)C(C(=O)[O-])CC.[Sn+2].CC1=C(C=CC=C1)C1=CC=2CC3=CC(=CC=C3C2C=C1)C1=C(C=CC=C1)C 2,7-bis(2-methylphenyl)fluorene tin bis(2-ethylbutyrate)